N-(2-chloro-6-methylphenyl)-2-((6-(4-fluoropiperidin-1-yl)-2-(((1R,4R)-4-hydroxycyclohexyl)amino)pyrimidin-4-yl)amino)thiazole-5-carboxamide ClC1=C(C(=CC=C1)C)NC(=O)C1=CN=C(S1)NC1=NC(=NC(=C1)N1CCC(CC1)F)NC1CCC(CC1)O